5-[(5-(4-benzyloxy-2-methoxyphenyl)-1H-imidazol-2-yl)]-2-fluoropyridine C(C1=CC=CC=C1)OC1=CC(=C(C=C1)C1=CN=C(N1)C=1C=CC(=NC1)F)OC